1-methyl-ethyl-pyridinium CC(C)[N+]1=CC=CC=C1